C(C)(C)(C)OC(=O)N1CCC(CC1)(F)C1=CC(=C(C=C1)C#N)OC 4-(4-cyano-3-methoxy-phenyl)-4-fluoro-piperidine-1-carboxylic acid tert-butyl ester